C=1N=CN2C1C(=CC=C2)C=O imidazo[1,5-a]pyridine-8-carboxaldehyde